3,5-dimethylphenyl-2-diphenylphosphinomethyl-1-phenyl-sulfonyl-1H-indol-3-ylmethyl-2-methylpropan-2-sulfinamide CC=1C=C(C=C(C1)C)C(C(C)(S(=O)N)C)CC1=C(N(C2=CC=CC=C12)S(=O)(=O)C1=CC=CC=C1)CP(C1=CC=CC=C1)C1=CC=CC=C1